N1[C@H](CC1)CNCCCCNC1=CC(=C(C=C1Cl)S(=O)(=O)NC=1SC(=CN1)F)F 4-[(4-{[(2R)-azetidin-2-ylmethyl]amino}butyl)amino]-5-chloro-2-fluoro-N-(5-fluoro-1,3-thiazol-2-yl)benzenesulfonamide